C1(CC1)C=1N=CC(=NC1)NC1=C(C(=CC=C1)C=1CCOCC1)OCC(F)(F)F 5-Cyclopropyl-N-(3-(3,6-dihydro-2H-pyran-4-yl)-2-(2,2,2-trifluoroethoxy)phenyl)pyrazine-2-amine